O1CCC(=CC1)C=1C2=C(C(=NC1)OC)N=C(S2)NC(=O)C=2N=CNC2 1H-Imidazole-4-carboxylic acid [7-(3,6-dihydro-2H-pyran-4-yl)-4-methoxy-thiazolo[4,5-c]pyridin-2-yl]-amide